(4S)-5,5-difluoro-3-(trifluoromethyl)-1-(3,3,3-trifluoropropyl)-6,7-dihydro-4H-indazol-4-ol FC1([C@H](C=2C(=NN(C2CC1)CCC(F)(F)F)C(F)(F)F)O)F